5-(didecylamino)pentan-1-one C(CCCCCCCCC)N(CCCCC=O)CCCCCCCCCC